3-(methyl(m-tolyl)carbamoyl)bicyclo[1.1.1]pentan-1-yl (1-(4-(2,6-dioxopiperidin-3-yl)-3,5-difluorophenyl)azetidin-3-yl)carbamate O=C1NC(CCC1C1=C(C=C(C=C1F)N1CC(C1)NC(OC12CC(C1)(C2)C(N(C=2C=C(C=CC2)C)C)=O)=O)F)=O